C(#N)C1=CC(=C(COC2=CN=CC(=N2)N2C=NN(CC2)CC2=NC3=C(N2C[C@H]2OCC2)C=C(C=C3)C(=O)O)C=C1)F (S)-2-((4-(6-((4-cyano-2-fluorobenzyl)oxy)pyrazin-2-yl)-5,6-dihydro-1,2,4-Triazine-1(4H)-yl)methyl)-1-(oxetan-2-ylmethyl)-1H-benzo[d]imidazole-6-carboxylic acid